(2-((3S,4R)-3-fluoro-4-methoxypiperidin-1-yl)pyrimidin-4-yl)-5-isopropyl-8-((2R,3S)-2-methyl-3-((methylsulfonyl)methyl)azetidin-1-yl)isoquinolin F[C@H]1CN(CC[C@H]1OC)C1=NC=CC(=N1)C1=NC=CC2=C(C=CC(=C12)N1[C@@H]([C@H](C1)CS(=O)(=O)C)C)C(C)C